8'-bromo-4'H-spiro[cyclopropane-1,5'-naphtho[2,1-d]isoxazole]-3'-carboxamide BrC1=CC=C2C3(CC=4C(=NOC4C2=C1)C(=O)N)CC3